P(=O)(=O)[Cr](=O)(=O)([O-])[O-].[Cr+3].P(=O)(=O)[Cr](=O)(=O)([O-])[O-].P(=O)(=O)[Cr](=O)(=O)([O-])[O-].[Cr+3] chromium phosphochromate